7,8-dihydro-oxazolo[4,5-f]indolizine-2,4(3h,6h)-dione O1C(NC=2C(N3CCCC3=CC21)=O)=O